[2-(2,5-dimethylpyrrol-1-yl)-1-methyl-benzimidazol-4-yl]methanamine CC=1N(C(=CC1)C)C1=NC2=C(N1C)C=CC=C2CN